7-[7-(4,4-difluoropiperidine-1-carbonyl)-2H-chromen-4-yl]-2-methyl-[1,2,4]triazolo[4,3-a]pyridin-3-one FC1(CCN(CC1)C(=O)C1=CC=C2C(=CCOC2=C1)C1=CC=2N(C=C1)C(N(N2)C)=O)F